methyl 3-methyl-1-(trifluoromethyl)imidazo[1,5-a]pyridine-6-carboxylate CC1=NC(=C2N1C=C(C=C2)C(=O)OC)C(F)(F)F